5-(1',3'-dimethyl-2'-oxo-7'-(tetrahydro-2H-pyran-4-yl)-1',2',3,4-tetrahydro-2H-[1,5'-biquinolin]-6-yl)-N-(3-(3-(2,6-dioxopiperidin-3-yl)benzofuran-5-yl)prop-2-yn-1-yl)picolinamide CN1C(C(=CC=2C(=CC(=CC12)C1CCOCC1)N1CCCC2=CC(=CC=C12)C=1C=CC(=NC1)C(=O)NCC#CC=1C=CC2=C(C(=CO2)C2C(NC(CC2)=O)=O)C1)C)=O